ammonium (tri-hydroxyethyl) methacrylate C(C(=C)C)(=O)OCC(O)(O)O.[NH4+]